COC(C(C1=C(C=CC=C1)Cl)NC1=NC(=NC(=N1)N1CCN(CC1)C(CCl)=O)NC)=O 2-((4-(4-(2-Chloroacetyl)piperazin-1-yl)-6-(methylamino)-1,3,5-triazin-2-yl)amino)-2-(2-chlorophenyl)acetic acid methyl ester